BrC=1C=C(C=CC1F)NC(=NO)C1=NON=C1NCCC1CNC(C1)=C=O N-(3-bromo-4-fluorophenyl)-N'-hydroxy-4-((2-(5-carbonylpyrrolidin-3-yl)ethyl)amino)-1,2,5-oxadiazole-3-carboxamidine